C[C@]1(CNCC1)NC(OC(C)(C)C)=O tert-butyl N-[(3S)-3-methylpyrrolidin-3-yl]carbamate